2-(2,8-dimethylimidazo[1,2-b]pyridazin-6-yl)-9-methyl-pyrido[1,2-a]pyrimidin-4-one CC=1N=C2N(N=C(C=C2C)C=2N=C3N(C(C2)=O)C=CC=C3C)C1